9-(4-chloro-2-fluorophenyl)-2,3-dimethyl-7-[2-(5-methyl-1,3,4-oxadiazol-2-yl)morpholin-4-yl]pyrazino[1,2-a]pyrimidin-4-one ClC1=CC(=C(C=C1)C1=NC(=CN2C1=NC(=C(C2=O)C)C)N2CC(OCC2)C=2OC(=NN2)C)F